C1(=C(C=CC=C1)C=1C(=C(C2(C3=CC4=CC=CC=C4C13)C=CC=C1C3=CC=CC=C3C=C12)N(C1=C(C(=C(C=C1)C)C)C1=CC=CC=2C3=CC=CC=C3CC12)C1=C(C=CC=C1)C1=CC=CC=C1)C1=C(C(=CC=2C3=CC=CC=C3CC12)C)C)C1=CC=CC=C1 (biphenylyl)(dimethylfluorenyl)(biphenylyl)(dimethylfluorenylphenyl)(spirobifluorenyl)amine